N1=CC=CC=C1 (1e,1'e)-pyridine